CN(C=NS(=O)(=O)C1=CC=C(C=C1)Br)C N,N-dimethyl-N'-((4-bromophenyl)sulfonyl)formamidine